C1(CCC1)C1=CC=C(C=N1)N1[C@@H](CCN2C1=NC(=CC2=O)N2[C@@H](COCC2)C)C(F)(F)F (S)-9-(6-Cyclobutyl-pyridin-3-yl)-2-((R)-3-methylmorpholin-4-yl)-8-trifluoromethyl-6,7,8,9-tetrahydro-pyrimido[1,2-a]-pyrimidin-4-one